(S)-(3-(methoxymethyl)-3-(2-(5-methylthiophen-3-yl)ethyl)pyrrolidin-1-yl)(6-methylpyridin-3-yl)methanone COC[C@@]1(CN(CC1)C(=O)C=1C=NC(=CC1)C)CCC1=CSC(=C1)C